N1-(2-(4-Methoxyphenyl)quinolin-4-yl)-N3-(4-(piperidin-1-yl)phenyl)propane-1,3-diamine dihydrochloride Cl.Cl.COC1=CC=C(C=C1)C1=NC2=CC=CC=C2C(=C1)NCCCNC1=CC=C(C=C1)N1CCCCC1